O1C2=C(NCC1)N=C(C=C2)C(CC(=O)O)N2N=CC1=CC(=CC=C21)OCCC2=NC=1NCCCC1C=C2 3-(3,4-dihydro-2H-pyrido[3,2-b][1,4]oxazin-6-yl)-3-(5-(2-(5,6,7,8-tetrahydro-1,8-naphthyridin-2-yl)ethoxy)-1H-indazol-1-yl)propionic acid